1-[4-(2-amino-5-methyl-1,3-thiazol-4-yl)-2-fluorophenyl]pyrrolidin-2-one NC=1SC(=C(N1)C1=CC(=C(C=C1)N1C(CCC1)=O)F)C